C1(CC(CCC1)=O)=O.[Na] sodium 1,3-cyclohexanedione